5-taurinomethyluridine C(NCCS(=O)(=O)O)C=1C(NC(N([C@H]2[C@H](O)[C@H](O)[C@@H](CO)O2)C1)=O)=O